3,3-difluoro-N,N-dimethyl-3-(3-((2R,5S)-5-methylpiperidin-2-yl)phenyl)Propan-1-amine FC(CCN(C)C)(C1=CC(=CC=C1)[C@@H]1NC[C@H](CC1)C)F